CN1C=NC2=C1C(=C(C=C2C2=CC=C(C=C2)OC(F)(F)F)CNC(C=C)=O)[C@H](C)O N-[[3-methyl-4-[(1S)-1-hydroxyethyl]-7-[4-(trifluoromethoxy)phenyl]benzimidazol-5-yl]methyl]prop-2-enamide